N-isopropyl-3-[3-[4-(4-oxo-5-propyl-3H-imidazo[2,1-b]purin-2-yl)pyrazol-1-yl]prop-1-ynyl]benzamide C(C)(C)NC(C1=CC(=CC=C1)C#CCN1N=CC(=C1)C1=NC=2N3C(N(C(C2N1)=O)CCC)=NC=C3)=O